N(=C=S)C=1C=C(C(C=CC=2C(=CC=CC2)S(=O)(=O)O)=CC1)S(=O)(=O)O 4'-isothiocyano-stilbene-2,2'-disulfonic acid